ClC=1C(=CC(=C(C1)S(=NC(C1=CC(=CC(=C1)C(F)(F)F)C(F)(F)F)=O)(=O)C)C)N=CN(C)CC N-((5-Chloro-4-(((ethyl(methyl)amino)methylen)amino)-2-methylphenyl)(methyl)(oxo)-λ6-sulfaneyliden)-3,5-bis(trifluoromethyl)benzamid